CCC/C=C\1/C2=C(C(=C(C=C2)OC)OC)C(=O)O1 codeine-N-oxide